B(O)(O)O.C(C(=O)O)(=O)O.C(C(=O)O)(=O)O dioxalic acid borate